1β-hydroxyethyloxy-2,4-diaminobenzene OCCOC1=C(C=C(C=C1)N)N